D,L-methionine sulfoxide N[C@@H](CCS(=O)C)C(=O)O |r|